1-(1-Phenylvinyl)cyclohexan-1-ol C1(=CC=CC=C1)C(=C)C1(CCCCC1)O